ClC=1C=C(C=CC1C(=O)N1CCNCC1)NC(=O)C=1N(C(=CN1)C1=C(C(=C(C=C1)OCF)F)F)C N-(3-Chloro-4-(piperazine-1-carbonyl)phenyl)-5-(2,3-difluoro-4-(fluoromethoxy)phenyl)-1-methyl-1H-imidazole-2-carboxamide